FPF difluorophosphine